tri(4-methoxyphenyl) phosphate P(=O)(OC1=CC=C(C=C1)OC)(OC1=CC=C(C=C1)OC)OC1=CC=C(C=C1)OC